N1C(=NC2=C1C=CC=C2)C2=CC=C(C=C2)NC(C2=CC(=CC=C2)OCC2=CC=C(C=C2)Cl)=O N-[4-(1H-1,3-benzodiazol-2-yl)phenyl]-3-[(4-chlorophenyl)methoxy]benzamide